methyl 1-(2,4-difluoro-5-((6-(4-isopropyl-4H-1,2,4-triazol-3-yl) pyridin-2-yl) carbamoyl) phenyl)-1H-imidazole-5-carboxylate FC1=C(C=C(C(=C1)F)C(NC1=NC(=CC=C1)C1=NN=CN1C(C)C)=O)N1C=NC=C1C(=O)OC